C(C)(C)(C)OC(=O)N1C[C@@]([C@H](C1)SC1=NC=C(C=C1)Cl)(CO)O (3S,4S)-4-((5-Chloropyridin-2-yl)thio)-3-hydroxy-3-(hydroxymethyl)pyrrolidine-1-carboxylic acid tert-butyl ester